6-((8-(4-(4-amino-3-(4-phenoxyphenyl)-1H-pyrazolo[3,4-d]pyrimidin-1-yl)piperidin-1-yl)-8-oxooctyl)thio)-2-(2,6-dioxopiperidin-3-yl)-4-fluoroisoindoline-1,3-dione NC1=C2C(=NC=N1)N(N=C2C2=CC=C(C=C2)OC2=CC=CC=C2)C2CCN(CC2)C(CCCCCCCSC2=CC(=C1C(N(C(C1=C2)=O)C2C(NC(CC2)=O)=O)=O)F)=O